C(C1=CC=CC=C1)O benzylAlcohol